O1C=CN=CC=C1 [1,4]oxaazepin